3,8-bis(5-(1H-imidazol-1-yl)thiophene-2-yl)-1,10-phenanthroline N1(C=NC=C1)C1=CC=C(S1)C=1C=NC2=C3N=CC(=CC3=CC=C2C1)C=1SC(=CC1)N1C=NC=C1